2-(6-methyl-1,3-benzoxazol-2-ylamino)-1,3-benzoxazole-5-carboxylic acid CC1=CC2=C(N=C(O2)NC=2OC3=C(N2)C=C(C=C3)C(=O)O)C=C1